C(#N)C1=C(C=CC=C1C1=CC2=C(OCCO2)C=C1)NC(=O)C1=NC=C(C=C1)C=O N-[2-cyano-3-(2,3-dihydro-1,4-benzodioxin-6-yl)phenyl]-5-formylpyridine-2-carboxamide